N1NC(CCC1)=O tetrahydropyridazon